3-(cyclopropylmethyl)-N-(isoindolin-2-yl)-7-morpholino-3H-imidazo[4,5-b]pyridin-5-amine C1(CC1)CN1C=NC=2C1=NC(=CC2N2CCOCC2)NN2CC1=CC=CC=C1C2